6-(4,4-difluoro-3,3-dimethylpiperidin-1-yl)quinoline-4-carboxylic acid FC1(C(CN(CC1)C=1C=C2C(=CC=NC2=CC1)C(=O)O)(C)C)F